N6-[6-(4-chlorobutoxy)-2-pyridyl]-N1-methyl-4-[2-[1-(2-trimethylsilylethoxymethyl)benzotriazol-5-yl]ethynyl]-2,7-naphthyridine-1,6-diamine ClCCCCOC1=CC=CC(=N1)NC=1C=C2C(=CN=C(C2=CN1)NC)C#CC1=CC2=C(N(N=N2)COCC[Si](C)(C)C)C=C1